2-bromo-6-((4-chlorobenzofuran-7-yl)methoxy)pyridine BrC1=NC(=CC=C1)OCC1=CC=C(C=2C=COC21)Cl